1-(4-(4-((3-chloro-4-((6-cyclopropylpyridin-2-yl)methoxy)phenyl)amino)-7H-pyrrolo[2,3-d]pyrimidin-5-yl)piperidin-1-yl)prop-2-en-1-one ClC=1C=C(C=CC1OCC1=NC(=CC=C1)C1CC1)NC=1C2=C(N=CN1)NC=C2C2CCN(CC2)C(C=C)=O